NC1=C(C(=NC=N1)OC=1C=C(C=CC1)NC(C=C)=O)C1=CC(=CC=C1)OC(F)(F)F N-(3-((6-Amino-5-(3-(trifluoromethoxy)phenyl)pyrimidin-4-yl)oxy)phenyl)acrylamid